ClC=1C=C2C(=CN(C(C2=CN1)=O)C)C1=CC(=C(C(=C1)OC)CN(C)C)OC 6-chloro-4-[4-[(dimethylamino)methyl]-3,5-dimethoxyphenyl]-2-methyl-2,7-naphthyridin-1-one